C(C)(=O)C1=CC=C(C=C1)N1N=CC=2C(C1)=C(N(C2C)C2=CC(=CC=C2)OC)C 2-(4-acetylphenyl)-6-(3-methoxyphenyl)-5,7-dimethyl-2,6-dihydro-1H-pyrrolo[3,4-d]pyridazin